tert-butyl 6-(4-(5-chloro-6-methyl-1H-indazol-4-yl)-3-(4-((2-methoxyethyl)carbamoyl)phenyl)-5-methyl-1H-pyrazol-1-yl)-2-azaspiro[3.3]heptane-2-carboxylate ClC=1C(=C2C=NNC2=CC1C)C=1C(=NN(C1C)C1CC2(CN(C2)C(=O)OC(C)(C)C)C1)C1=CC=C(C=C1)C(NCCOC)=O